FC(C(=O)O)(F)F.N1=CC=CC=C1C(=O)N Pyridine-6-carboxamide trifluoroacetate salt